potassium iron trioxalate C(C(=O)[O-])(=O)[O-].C(C(=O)O)(=O)O.C(C(=O)O)(=O)[O-].[Fe+2].[K+]